Tri-n-hexylborat C(CCCCC)OB(OCCCCCC)OCCCCCC